ClC1=NC(=CC(=C1)C1COCCN1C(C=C)=O)C=1N=NN(N1)C 1-(3-(2-chloro-6-(2-methyl-2H-tetrazol-5-yl)pyridin-4-yl)morpholino)prop-2-en-1-one